N=1N(C=C2C=CC=CC12)C=1N=C(C2=C(N1)C=CC=N2)N2CCOCC2 4-(2-indazol-2-ylpyrido[3,2-d]pyrimidin-4-yl)morpholine